(S)-1-(tetrahydrofuran-3-yl)-5-(trifluoromethyl)-1H-pyrazol-3-amine O1C[C@H](CC1)N1N=C(C=C1C(F)(F)F)N